6,7,8,9-tetrahydro-5H-benzo[7]annulen C1=CC=CC2=C1CCCCC2